CN(C1=CC=C(C=C1)NC1=NC2=CN=CC=C2C=2C1=C1N(N2)C=NC=C1)C N1,N1-dimethyl-N4-(pyrimido[1',6':1,5]pyrazolo[4,3-c][1,7]naphthyridin-6-yl)benzene-1,4-diamine